6-(4-fluorophenyl)-4-hydroxy-1-((5-methyl-1,3-dioxan-2-yl)methyl)-2-oxo-N-(spiro[2.3]hexan-5-yl)-1,2-dihydro-1,8-naphthyridine-3-carboxamide FC1=CC=C(C=C1)C=1C=C2C(=C(C(N(C2=NC1)CC1OCC(CO1)C)=O)C(=O)NC1CC2(CC2)C1)O